ClC=1N=C2C(=NC1C1(CC1)S(=O)(=O)N)N(C(=N2)C2=NC(=CC=C2)OCC)C2=C(C=CC=C2OC)OC (5-chloro-1-(2,6-dimethoxyphenyl)-2-(6-ethoxypyridin-2-yl)-1H-imidazo[4,5-b]pyrazin-6-yl)cyclopropanesulfonamide